sodium α-ketoglutaric acid O=C(C(=O)O)CCC(=O)O.[Na]